ClC1=C(C=CC=C1F)C1=CC(OC2=CC(=CC=C12)OC(C(=O)N1CCCCC1)C)=O (3S)-1-[2-[4-(2-Chloro-3-fluoro-phenyl)-2-oxo-chromen-7-yl]oxypropanoyl]piperidin